6-chloro-N-[5-(cyanomethoxy)-4,6-dimethoxy-pyrimidin-2-yl]-1H-indole-3-sulfonic acid amide ClC1=CC=C2C(=CNC2=C1)S(=O)(=O)NC1=NC(=C(C(=N1)OC)OCC#N)OC